C(C)(C)(C)OC(=O)NCCN([C@H](C(=O)OCC1=CC=CC=C1)CCCC)CCF benzyl (S)-2-((2-((tert-butoxycarbonyl)amino)ethyl)(2-fluoroethyl)amino)hexanoate